1-(4-biphenylylcarbonyl)-4-(5-bromo-2-methoxybenzyl)piperazine oxalate C(C(=O)O)(=O)O.C1(=CC=C(C=C1)C(=O)N1CCN(CC1)CC1=C(C=CC(=C1)Br)OC)C1=CC=CC=C1